1-(5-bromo-2-vinylpyridin-3-yl)ethan-1-one BrC=1C=C(C(=NC1)C=C)C(C)=O